3-(5-(3-Cyano-4-fluorophenoxy)-6-fluoro-1-tosyl-1H-indol-4-yl)-2-hydroxypropyl methanesulfonate CS(=O)(=O)OCC(CC1=C2C=CN(C2=CC(=C1OC1=CC(=C(C=C1)F)C#N)F)S(=O)(=O)C1=CC=C(C)C=C1)O